C(#N)C1(CC1)N1C=NC(=C1C=1C=CC=2N(N1)C(=CN2)C#N)C2=CC=C(C=C2)F 6-(1-(1-cyanocyclopropyl)-4-(4-fluoro-phenyl)-1H-imidazol-5-yl)imidazo[1,2-b]pyridazine-3-carbonitrile